C(C)(C)(C)OC(NC=1C=NC(=CC1)C(C(C)(C=1C=NN(C1)CC(F)(F)F)C)=O)=O (6-(2-Methyl-2-(1-(2,2,2-trifluoroethyl)-1H-pyrazol-4-yl)propionyl)pyridin-3-yl)carbamic acid tert-butyl Ester